ClC1=CC=C2C(=N1)N(C=C2C=2C(=NC=CC2)OCC(F)(F)F)COCC[Si](C)(C)C 3-(6-chloro-1-[[2-(trimethylsilyl)ethoxy]methyl]pyrrolo[2,3-b]pyridin-3-yl)-2-(2,2,2-trifluoroethoxy)pyridine